[PH4+].F[Sb-](F)(F)(F)(F)F.[H+] hexafluoroantimonic acid, phosphonium salt